F[C@H]1C[C@H](N2N=C(N=C21)C(CC)=O)C2=CC=CC=C2 1-[(5S,7S)-7-fluoro-5-phenyl-6,7-dihydro-5H-pyrrolo[1,2-b][1,2,4]triazol-2-yl]propan-1-one